Cl.Cl.C1(=CC=CC2=CC=CC=C12)NCCN N-1-naphthylethylenediamine Dihydrochloride